CC/C=C\C/C=C\C/C=C\C/C=C\CCCCC(=O)O[C@H](COC(=O)CCC/C=C\C/C=C\C/C=C\C/C=C\C/C=C\CC)COP(=O)(O)OC[C@H](CO)O 1-(5Z,8Z,11Z,14Z,17Z-eicosapentaenoyl)-2-(6Z,9Z,12Z,15Z-octadecatetraenoyl)-glycero-3-phospho-(1'-sn-glycerol)